BrC=1C(=NC(=CC1)N1C=NN=C1)C(=O)NC1=CC=CC=C1 3-bromo-N-phenyl-6-(4H-1,2,4-triazol-4-yl)picolinamide